3,3-dicyclopropyl-N-[4-(3,5-dimethyl-1H-pyrazol-4-yl)phenyl]-2-[5-(3,5-dimethyl-1H-pyrazol-4-yl)-4H-1,2,4-triazol-3-yl]propanamide C1(CC1)C(C(C(=O)NC1=CC=C(C=C1)C=1C(=NNC1C)C)C1=NN=C(N1)C=1C(=NNC1C)C)C1CC1